C1(CC1)N1N=NC(=C1)[C@H]1CN(C[C@@H]1OC)C(=O)OC(C)(C)C tert-butyl (3R,4R)-3-(1-cyclopropyltriazol-4-yl)-4-methoxy-pyrrolidine-1-carboxylate